O=C1N(C(C2=CC=CC=C12)=O)CCCCCCCCCCCCCCN(C(=O)C1CNCCC1)C=1C=CC(N(C1)CC(=O)O)=O (5-{N-[14-(1,3-dioxoisoindol-2-yl)tetradecyl]piperidine-3-amido}-2-oxopyridin-1-yl)acetic acid